C(C)(C)(C)/[N+](=C/C1=C(C=CC(=C1)C1=NN(C(C2=CC=CC=C12)=O)C1=CC=C(C=C1)F)OC)/[O-] (Z)-N-tert-butyl-1-(5-(3-(4-fluorophenyl)-4-oxo-3,4-dihydrophthalazin-1-yl)-2-methoxyphenyl)methanimine oxide